7-cyclopentyl-2-(5-piperazin-1-yl-pyridin-2-ylamino)-7H-pyrrolo[2,3-d]pyrimidine-6-carboxylic acid methylamide CNC(=O)C1=CC2=C(N=C(N=C2)NC2=NC=C(C=C2)N2CCNCC2)N1C1CCCC1